C(C1=CC=CC=C1)(=O)OC(C)(CCCC(C=C)C)C 2,6-dimethyloct-7-en-2-yl benzoate